1-(pyrrolidin-2-yl)hexadecane-1,3-diol N1C(CCC1)C(CC(CCCCCCCCCCCCC)O)O